cyclotetrasiloxane chloride [Cl-].O1[SiH2]O[SiH2]O[SiH2]O[SiH2]1